1-(4-(aminomethyl)phenyl)-N-methylmethaneamine NCC1=CC=C(C=C1)CNC